C(C1=CC=CC=C1)OC1=CC=CC=2C3NC(N(C(OC21)(C3)C)C=3C=C(C(=O)O)C=CC3)=O 3-(10-(benzyloxy)-2-methyl-4-oxo-5,6-dihydro-2H-2,6-methanobenzo[g][1,3,5]oxadiazocin-3(4H)-yl)benzoic Acid